2,6-bis(3,4-dimethoxybenzylidene)-4-trifluoromethylcyclohexanone COC=1C=C(C=C2C(C(CC(C2)C(F)(F)F)=CC2=CC(=C(C=C2)OC)OC)=O)C=CC1OC